C1=CC=CC2=CC3=CC=CC=C3C(=C12)CNN Anthracen-9-ylmethylhydrazine